3-(2-(4-(piperidin-4-ylmethyl)-1,4-diazepan-1-yl)pyridin-4-yl)piperidine-2,6-dione N1CCC(CC1)CN1CCN(CCC1)C1=NC=CC(=C1)C1C(NC(CC1)=O)=O